NC1=NC=CC2=C(C=CC=C12)C=1C=C2C(=NN(C2=CC1)[C@H]1COCC1)COC1=C(C=CC=C1)CC(=O)O (R)-2-(2-((5-(1-aminoisoquinolin-5-yl)-1-(tetrahydrofuran-3-yl)-1H-indazol-3-yl)methoxy)phenyl)acetic acid